ClC=1C=C2C(=CNC2=CC1)CCCNS(=O)(=O)C1=CC=C(C=C1)OC[C@@H](CN1CCN(CC1)C)O (R)-N-(3-(5-chloro-1H-indol-3-yl)propyl)-4-(2-hydroxy-3-(4-methylpiperazin-1-yl)propoxy)benzenesulfonamide